C(CCC)C1=CC=C(CO)C=C1 p-butyl-benzyl alcohol